6-chloro-8-[(1S,2S)-2-(3-pyridyl)cyclopropyl]imidazo[1,2-b]pyridazine ClC=1C=C(C=2N(N1)C=CN2)[C@@H]2[C@H](C2)C=2C=NC=CC2